(2S,3S,4R,5R)-N-ethyl-3,4-dihydroxy-5-(2-(5-methoxypyridin-3-yl)-6-(methylamino)-9H-purine-9-yl)tetrahydrofuran-2-carboxamide C(C)NC(=O)[C@H]1O[C@H]([C@@H]([C@@H]1O)O)N1C2=NC(=NC(=C2N=C1)NC)C=1C=NC=C(C1)OC